ClC1=C(C=CC=C1)C1=C(C(=NC=2C[C@H](CCC12)C1=CC=NN1C)N1CC2(CN(C2)C(C=C)=O)CC1)C#N (7S)-4-(2-chlorophenyl)-7-(1-methyl-1H-pyrazol-5-yl)-2-(2-(2-propenoyl)-2,6-diazaspiro[3.4]octan-6-yl)-5,6,7,8-tetrahydro-3-quinolinecarbonitrile